3-methyl-5-acetoxy-1-(2,6,6-trimethyl-1-cyclohexene-1-yl)-1,3-pentadiene CC(C=CC1=C(CCCC1(C)C)C)=CCOC(C)=O